C(C1=CC=CC=C1)OC1=CC(=C(C=C1)NC(=O)NCC=1C(=C2CN(C(C2=CC1)=O)C1C(NC(CC1)=O)=O)F)F 1-(4-(benzyloxy)-2-fluorophenyl)-3-((2-(2,6-dioxopiperidin-3-yl)-4-fluoro-1-oxoisoindolin-5-yl)methyl)urea